CS(=O)(=O)OCC1=CC(=NC=C1)C(=C)OCC (2-(1-ethoxy vinyl)pyridin-4-yl)methyl methanesulfonate